NC=1SC=C(N1)C(=O)N[C@@H](C(=O)N[C@@H]1B(OC2=C(C1)C=CC=C2C(=O)O)O)C2=CC=C(C=C2)P(=O)(O)O (R)-3-((R)-2-(2-aminothiazole-4-carboxamido)-2-(4-phosphonophenyl)acetamido)-2-hydroxy-3,4-dihydro-2H-benzo[e][1,2]oxaborinine-8-carboxylic acid